ClC=1C=CC2=C(N=C(S2)N(CCC2=CC=C(C=C2)OC)CC2=CC=C(C=C2)C#CC(=O)O)C1 3-(4-(((5-chlorobenzo[d]thiazol-2-yl)(4-methoxyphenethyl)amino)-methyl)phenyl)propiolic acid